BrC=1C(=CC=2C3=C(C(=NC2C1F)OC[C@H]1N(CCC1)C)NC(N3C3CCN(CC3)C(=O)OC(C)(C)C)=O)Cl tert-butyl (S)-4-(7-bromo-8-chloro-6-fluoro-4-((1-methylpyrrolidin-2-yl)methoxy)-2-oxo-2,3-dihydro-1H-imidazo[4,5-c]quinolin-1-yl)piperidine-1-carboxylate